3-[(4-methyl-4H-1,2,4-triazol-3-yl)methyl]oxetan CN1C(=NN=C1)CC1COC1